N4-methylpyridin-2,3,4-triamine CNC1=C(C(=NC=C1)N)N